The molecule is a penicillin compound having a 6beta-[(2R)-2-carboxy-2-thiophen-3-ylacetyl]amino side-group. It has a role as an antibacterial drug. It is a penicillin and a penicillin allergen. It is a conjugate acid of a ticarcillin(2-). CC1([C@@H](N2[C@H](S1)[C@@H](C2=O)NC(=O)[C@@H](C3=CSC=C3)C(=O)O)C(=O)O)C